4-(6-fluoro-2,2-dioxo-3,4-dihydrobenzo[e][1,2,3]oxathiazin-8-yl)-N-isopropylbenzamide FC=1C=C(C2=C(CNS(O2)(=O)=O)C1)C1=CC=C(C(=O)NC(C)C)C=C1